NCC(C(=O)NC1=C2C(N(C(C2=CC=C1)=O)C1C(NC(CC1)=O)=O)=O)(C)C 3-amino-N-(2-(2,6-dioxopiperidin-3-yl)-1,3-dioxoisoindolin-4-yl)-2,2-dimethylpropanamide